2-(4-(4,4,5,5-tetramethyl-1,3,2-dioxaborolan-2-yl)phenyl)-1H-imidazole hydrochloride salt Cl.CC1(OB(OC1(C)C)C1=CC=C(C=C1)C=1NC=CN1)C